[Zr].[Al].[Co] cobalt aluminum zirconium